8-[3-(4-acryloyl-1-piperazinyl)propyl]-6-(2,6-dichloro-3,5-dimethoxyphenyl)-2-(methylamino)pyrido[2,3-d]pyrimidin-7(8H)-one C(C=C)(=O)N1CCN(CC1)CCCN1C(C(=CC2=C1N=C(N=C2)NC)C2=C(C(=CC(=C2Cl)OC)OC)Cl)=O